C1(=CC=CC=C1)C=1N=C(NC1)C1COC2=CC=C(C=C2C1)OC1=NC(=NC=C1)C1(CC1)C(=O)N [4-[3-(4-phenyl-1H-imidazol-2-yl)chroman-6-yl]oxypyrimidin-2-yl]cyclopropanecarboxamide